cis-4-aminocyclohexanemethanol hydrochloride Cl.N[C@H]1CC[C@H](CC1)CO